5-nitro-3-(1,4-dioxaspiro[4.5]decan-8-yl)-2,3-dihydrobenzo[b][1,4]oxathiine-7-sulfonamide [N+](=O)([O-])C1=CC(=CC=2OCC(SC21)C2CCC1(OCCO1)CC2)S(=O)(=O)N